(R)-1-(4-acetyl-2-(3-(6-aminopyrimidin-4-yl)-5-chlorophenyl)piperazin-1-yl)prop-2-en-1-one C(C)(=O)N1C[C@H](N(CC1)C(C=C)=O)C1=CC(=CC(=C1)Cl)C1=NC=NC(=C1)N